ethyl 6-(bromomethyl)-4-(2-chloro-3,4-difluorophenyl)-2-(thiazol-2-yl)-1,4-dihydropyrimidine-5-carboxylate BrCC1=C(C(N=C(N1)C=1SC=CN1)C1=C(C(=C(C=C1)F)F)Cl)C(=O)OCC